Cl.N[C@@H](C(N[C@@H](C(N[C@@H](C(N[C@@H](C(N(CCN1[C@H](CCC1)C(=O)O)C)OCC)CCCCN)OCC)CC(C)C)OCC)CC1=CC=CC=C1)OCC)CC1=CC=CC=C1 (R)-1-((5R,8R,11R,14R)-14-amino-5-(4-aminobutyl)-11-benzyl-8-isobutyl-3-methyl-4,7,10,13-tetraethoxy-15-phenyl-3,6,9,12-tetraazapentadecyl)pyrrolidine-2-carboxylic acid hydrochloride